Ethyl 2-imino-2-oxo-1,3-dihydro-2-benzothiophene-5-carboxylate N=S1(CC2=C(C1)C=CC(=C2)C(=O)OCC)=O